N[C@@H]1CN(CC[C@H]1OC)C1=NC2=C(N1CC(=O)N(CC(F)(F)F)C)C=CC(=C2)F 2-(2-((3R,4R)-3-amino-4-methoxypiperidin-1-yl)-5-fluoro-1H-benzo[d]imidazol-1-yl)-N-methyl-N-(2,2,2-trifluoroethyl)acetamide